NC1=C2N=CN(C2=NC=N1)C[C@@H](C)OCP(OCCOCCCCCCCCCCCC[Si](C)(C)C1C2CCC(C1)C2)(O)=O 2-((12-(bicyclo[2.2.1]heptan-2-yldimethylsilyl)dodecyl)oxy)ethyl hydrogen ((((R)-1-(6-amino-9H-purin-9-yl)propan-2-yl)oxy)methyl)phosphonate